CC1(C(CC2=CC=CC=C12)NC=1C=CC(=NC1)[C@@H](C(F)(F)F)N(C(=O)C1C2CS(CC12)(=O)=O)C)C N-((1S)-1-(5-((1,1-Dimethyl-2,3-dihydro-1H-inden-2-yl)amino)pyridin-2-yl)-2,2,2-trifluoroethyl)-N-methyl-3-thiabicyclo[3.1.0]hexane-6-carboxamide 3,3-dioxide